C(C)(C)N1N=CC(=C1)C=1C(=NC(=NC1)NC1=CC=CC=C1)NC1=CC=C2CCNCC2=C1 5-(1-isopropyl-1H-pyrazol-4-yl)-N2-phenyl-N4-(1,2,3,4-tetrahydroisoquinolin-7-yl)pyrimidine-2,4-diamine